2-(4-fluorophenyl)-2-methyl-1,3-dioxane-4,6-dione FC1=CC=C(C=C1)C1(OC(CC(O1)=O)=O)C